1,2-dichloro-decafluorocyclohexane ClC1(C(C(C(C(C1(F)F)(F)F)(F)F)(F)F)(Cl)F)F